NC(C)[Si](OCCC)(OCCC)OCCC alpha-aminoethyl-tripropoxysilane